6-hydroxy-3,3-dimethylindoline-5-carboxylic acid OC1=C(C=C2C(CNC2=C1)(C)C)C(=O)O